C1(CC1)C1=CC=2C(C3=CC=C(C=C3N(C2C=C1)C(=O)OC(C)(C)C)OC)(C)C tert-butyl 2-cyclopropyl-6-methoxy-9,9-dimethylacridine-10(9H)-carboxylate